C1(=CC=CC=C1)NC1=C(C#N)C=CC(=C1)OCC(F)(F)F 2-(Phenylamino)-4-(2,2,2-trifluoroethoxy)benzonitrile